C(CCCCC)C(COC(CCCCCCCNC(CCCCCCC(=O)OCC(CCCCCCCC)CCCCCC)CCCCCCCCCC)=O)CCCCCCCC 2-hexyldecyl 8-({8-[(2-hexyldecyl)oxy]-8-oxooctyl}amino)octadecanoate